Tert-butyl 3-((6-(3-(methoxycarbonyl)-6,7-dihydro-5H-benzo[7]annulen-9-yl)pyridin-3-yl)methyl)azetidine-1-carboxylate COC(=O)C1=CC2=C(C(=CCCC2)C2=CC=C(C=N2)CC2CN(C2)C(=O)OC(C)(C)C)C=C1